O=C1CCC(N1CCCCC)C(=O)O 5-oxo-1-pentylpyrrolidine-2-carboxylic acid